(E)-2-cyano-3-(4-(naphthalen-1-yl)thiophen-2-yl)-N-neopentyl-acrylamide C(#N)/C(/C(=O)NCC(C)(C)C)=C\C=1SC=C(C1)C1=CC=CC2=CC=CC=C12